N1(N=CC=C1)[C@@H]1CN(CC1)C1=CC=2N=C(N(C(C2C(=N1)C1=C(C=C(C=C1)Cl)F)=O)C)C (S)-7-(3-(1H-pyrazol-1-yl)pyrrolidin-1-yl)-5-(4-chloro-2-fluorophenyl)-2,3-dimethylpyrido[4,3-d]pyrimidin-4(3H)-one